COC(=O)C=1N=NC(=CC1NC1=CC=C(C=C1)C(C(=O)OC(C)(C)C)(C)C)C1=C(C=CC=C1F)F 4-((4-(1-(tert-butoxy)-2-methyl-1-oxopropan-2-yl)phenyl)amino)-6-(2,6-difluorophenyl)pyridazine-3-carboxylic acid methyl ester